ClCSC=1SC=CN1 2-((chloromethyl)thio)thiazole